2-(3-fluorocyclobutyl)ethanone FC1CC(C1)CC=O